ClC1=C(OC2=C3C(=NN(C3=CC=C2NC(C2=CC(=CC(=C2)C(F)(F)F)F)=O)C)N2C(C3=CC=CC=C3C2=O)=O)C=C(C=C1)F N-(4-(2-chloro-5-fluorophenoxy)-3-(1,3-dioxoisoindolin-2-yl)-1-methyl-1H-indazol-5-yl)-3-fluoro-5-(trifluoromethyl)benzamide